C(C)(C)(C)C1=C(C=CC=C1)N1S(N=C(C2=C1N=C(C(=C2)Cl)C2=C(C=CC=C2)F)N2C[C@H](N(C[C@@H]2C)C(=O)OC(C)(C)C)C)(=O)=O tert-Butyl (2R,5S)-4-(1-(2-(tert-butyl)phenyl)-6-chloro-7-(2-fluorophenyl)-2,2-dioxido-1H-pyrido[2,3-c][1,2,6]thiadiazin-4-yl)-2,5-dimethylpiperazine-1-carboxylate